(3R)-3-amino-5-[(4-chlorophenyl)methyl]-7-[5-(2-cyclopropyltetrahydrofuran-2-yl)-1,3,4-oxadiazol-2-yl]-1,1-dioxo-2,3-dihydro-1lambda6,5-benzothiazepin-4-one N[C@H]1CS(C2=C(N(C1=O)CC1=CC=C(C=C1)Cl)C=C(C=C2)C=2OC(=NN2)C2(OCCC2)C2CC2)(=O)=O